CC1=NC(=CC=C1O[C@@H]1C[C@H](CCC1)C(=O)O)C=1N=NN(C1CNC(=O)OCCC)C (1S,3S)-3-((2-methyl-6-(1-methyl-5-(((propoxycarbonyl)amino)methyl)-1H-1,2,3-triazol-4-yl)pyridin-3-yl)oxy)cyclohexane-1-carboxylic acid